ClC=1C(=NC=CC1C1=NC(=C(C=C1)CNC[C@@H]1CCC(N1)=O)OC)C1=C(C(=CC=C1)NC1=NC=CC(=C1F)CNC[C@H](C)O)Cl (S)-5-((((3'-chloro-2'-(2-chloro-3-((3-fluoro-4-((((S)-2-hydroxypropyl)amino)methyl)pyridin-2-yl)amino)phenyl)-6-methoxy-[2,4'-bipyridin]-5-yl)methyl)amino)methyl)pyrrolidin-2-one